N-hydroxysuccinamide Methyl-2-[4-(hydroxymethyl)-1-piperidyl]-1,3-benzothiazole-5-carboxylate COC(=O)C=1C=CC2=C(N=C(S2)N2CCC(CC2)CO)C1.ONC(CCC(=O)N)=O